8-[(E)-1-ethoxy-1-oxopent-2-en-3-yl]-1,4-dihydro-2,3-benzoxazine-3-carboxylic acid tert-butyl ester C(C)(C)(C)OC(=O)N1OCC2=C(C1)C=CC=C2/C(=C/C(=O)OCC)/CC